C1(=CC=CC2=CC3=CC=CC=C3C=C12)[Au] anthryl-gold